ClC1=C(CN2C[C@@H](CCC2)NC(OC(C)(C)C)=O)C=CC=C1 tert-butyl (R)-(1-(2-chlorobenzyl)piperidin-3-yl)carbamate